BrC=1C(=NN(C1CC)C)COCCCCO[Si](C)(C)C(C)(C)C 1-[(4-bromo-5-ethyl-1-methyl-1H-pyrazol-3-yl)methoxy]-4-{[tert-butyl(dimethyl)silyl]oxy}butan